(2-(((4-methoxy-3,5-dimethylpyridin-2-yl) methyl) sulfinyl)-1H-benzo[d]imidazol-5-yl) carbonate C(OC1=CC2=C(NC(=N2)S(=O)CC2=NC=C(C(=C2C)OC)C)C=C1)([O-])=O